2-methyl-2-((6-nitro-2-(thiazol-5-yl)quinolin-4-yl)oxy)propan-1-ol CC(CO)(C)OC1=CC(=NC2=CC=C(C=C12)[N+](=O)[O-])C1=CN=CS1